BrC=1C(=C2C=NC(=NN2C1C1=NC=CC(=C1)C(F)F)N[C@H]1[C@@H](COCC1)F)F 6-bromo-7-(4-(difluoromethyl)pyridin-2-yl)-5-fluoro-N-((3S,4R)-3-fluorotetrahydro-2H-pyran-4-yl)pyrrolo[2,1-f][1,2,4]triazin-2-amine